1-(4-(5-bromo-6-methoxypyridin-2-yl)piperazin-1-yl)ethan-1-one BrC=1C=CC(=NC1OC)N1CCN(CC1)C(C)=O